4'-AMINO-[1,1'-BIPHENYL]-3-CARBALDEHYDE NC1=CC=C(C=C1)C1=CC(=CC=C1)C=O